C1(CC1)C1=C(CN2C(N(CC=3C2=NN(C3)C)C3CCN(CC3)C3=C(C=CC=C3F)F)=O)C=CC=C1 7-(2-Cyclopropyl-benzyl)-5-[1-(2,6-difluoro-phenyl)-piperidin-4-yl]-2-methyl-2,4,5,7-tetrahydro-pyrazolo[3,4-d]pyrimidin-6-on